NC=1N=CC(=NC1C1=CN=C(S1)C)C=1C=C(C=CC1C)S(=O)(=O)NC12CC(C1)(C2)C#N 3-(5-Amino-6-(2-methylthiazol-5-yl)pyrazin-2-yl)-N-(3-cyanobicyclo[1.1.1]pentan-1-yl)-4-methylbenzenesulfonamide